N1=C(C=CC2=CC=CC=C12)C(C(=O)N)C (quinolin-2-yl)propanamide